4-(diethyl amino)but-2-ynyl 2-cyclohexyl-2-hydroxy-2-phenylacetate C1(CCCCC1)C(C(=O)OCC#CCN(CC)CC)(C1=CC=CC=C1)O